COC=1C=C(C=CC1OC)C1=NC(=NC=C1C(=O)O)SC 4-(3,4-Dimethoxyphenyl)-2-(methylthio)pyrimidine-5-carboxylic acid